[3,4-difluoro-2-(2-fluoro-4-iodophenylamino)phenyl][3-hydroxy-3-(piperidin-2-yl)azetidin-1-yl]-methanone FC=1C(=C(C=CC1F)C(=O)N1CC(C1)(C1NCCCC1)O)NC1=C(C=C(C=C1)I)F